O1BCC=2C1=CC=CC2C(=O)[O-] [1,2]Benzoxaborolidine-4-carboxylate